C(C)OC(=O)C1=C(C=C(C=C1C=P(=O)C1=CC=CC=C1)C)C ethoxy(phenyl)phosphoryl-(2,4,6-trimethylphenyl)methanone